(4-iodophenyl)-3-(2-adamantyl)guanidine IC1=CC=C(C=C1)NC(=N)NC1C2CC3CC(CC1C3)C2